4-amino-3-((2-methoxyethyl)amino)benzoic acid tert-butyl ester C(C)(C)(C)OC(C1=CC(=C(C=C1)N)NCCOC)=O